C(C)C(=CC=1C=COC1)CC 4-diethylvinylfuran